3-((5-Nitro-3-trifluoromethylpyridin-2-yl)thio)-1-propanamine [N+](=O)([O-])C=1C=C(C(=NC1)SCCCN)C(F)(F)F